trimethylbenzyl-ammonium 2,3,4,5,6-pentafluorobenzoate FC1=C(C(=O)[O-])C(=C(C(=C1F)F)F)F.C[N+](CC1=CC=CC=C1)(C)C